N-(5-(3-chlorophenyl)-3-hydroxypyridine-2-carbonyl)glycine ClC=1C=C(C=CC1)C=1C=C(C(=NC1)C(=O)NCC(=O)O)O